racemic-2,6-dimethyl-1-aminoindan CC1C(C2=CC(=CC=C2C1)C)N